C(C)(C)C1=CC=C(S1)C1=C(CCC(C1)(C)C)CN1CCN(CC1)C1=CC=C(C(=O)O)C=C1 4-(4-((2-(5-isopropylthiophen-2-yl)-4,4-dimethylcyclohex-1-en-1-yl)methyl)piperazin-1-yl)benzoic acid